4-(7-fluoro-imidazo[1,2-a]pyridin-3-yl)-7-((5-((R)-3-((S)-1-hydroxy-ethyl)piperidin-1-yl)pyridin-2-yl)amino)isoindolin-1-one FC1=CC=2N(C=C1)C(=CN2)C2=C1CNC(C1=C(C=C2)NC2=NC=C(C=C2)N2C[C@@H](CCC2)[C@H](C)O)=O